(5aR,5bS,7aS,8S,10aS,10bR)-2-((4-methoxyphenyl)amino)-5a,7a-dimethyl-5,5a,5b,6,7,7a,8,9,10,10a,10b,11-dodecahydro-4H-cyclopenta[7,8]phenanthro[2,1-d]thiazol-8-yl propionate C(CC)(=O)O[C@H]1CC[C@@H]2[C@@]1(CC[C@@H]1[C@]3(CCC=4N=C(SC4C3=CC[C@@H]21)NC2=CC=C(C=C2)OC)C)C